Cystathionin N[C@@H](CCSC[C@@H](C(=O)O)N)C(=O)O